C(CC)(=O)N1CCN(CC1)C1=C(C=C(C=C1)N1C(C=CC2=CN=C3C(=C12)C=C(C=C3)C=3C=NC1=CC=CC=C1C3)=O)C(F)(F)F 1-[4-(4-propionylpiperazin-1-yl)-3-(trifluoromethyl)phenyl]-9-quinolin-3-yl-benzo[h][1,6]naphthyridin-2-one